F[C@@H]1[C@@H](C1)C(=O)N1CCN(CC1)C1=CC=C(C=C1)NC(=O)C=1C(NC=CC1NC1=C(C2=C(OCCN2)N=C1)C)=O N-(4-(4-((1S,2S)-2-fluorocyclopropane-1-carbonyl)piperazin-1-yl)phenyl)-4-((8-methyl-2,3-dihydro-1H-pyrido[2,3-b][1,4]oxazin-7-yl)amino)-2-oxo-1,2-dihydropyridine-3-carboxamide